CN(CCN1N=NC2=C1C=CC(=C2C)CCC(=O)O)C 3-{1-[2-(dimethylamino)ethyl]-4-methyl-1H-benzotriazol-5-yl}propanoic acid